3-(thiazol-4-yl)propionic acid S1C=NC(=C1)CCC(=O)O